4-cyclopentyl-2,6-lutidine C1(CCCC1)C1=CC(=NC(=C1)C)C